COC1=CC=C(C=C1)N1NC2=CC=CC=C2C1=O 2-(4-methoxyphenyl)-3-indazolone